ClC=1C(=CC2=C(C[C@@](O2)([C@H]2NCCC2)C2=CC=CC=C2)C1C=1C(=CC2=C(OCC(N2)=O)C1F)C(=O)N)F (S)-7-((S)-5-Chloro-6-fluoro-2-phenyl-2-((S)-pyrrolidin-2-yl)-2,3-dihydrobenzofuran-4-yl)-8-fluoro-3-oxo-3,4-dihydro-2H-benzo[b][1,4]oxazine-6-carboxamide